C(CCCCCCCCCCCCC)C(C(=O)N)=C tetradecyl-prop-2-enamide